[N+](=O)([O-])C=1C=CC=C2C(C(=COC12)C=O)=O 8-NITRO-4-OXO-4H-CHROMENE-3-CARBALDEHYDE